C=1C=2N(C=CN1)C(=CC2)C(=O)N pyrrolo[1,2-a]pyrazine-6-carboxamide